1-[3-(3-fluorophenyl)-1,2,4-oxadiazol-5-yl]-2-phenyl-ethanamine FC=1C=C(C=CC1)C1=NOC(=N1)C(CC1=CC=CC=C1)N